3-(1-oxo-5-(((1R,2S)-2-((pyridin-3-ylmethyl)amino)cyclopentyl)oxy)isoindolin-2-yl)piperidine-2,6-dione O=C1N(CC2=CC(=CC=C12)O[C@H]1[C@H](CCC1)NCC=1C=NC=CC1)C1C(NC(CC1)=O)=O